COC=1C=C(C=CC1C1=NC=CC=C1)C=1NN=C2N=CC(=CC21)C=2C=CC1=C(CC[C@H](CC1)N1C3COCC1C3)C2 6-[(7S)-2-{3-[3-Methoxy-4-(pyridin-2-yl)phenyl]-2H-pyrazolo[3,4-b]pyridin-5-yl}-6,7,8,9-tetrahydro-5H-benzo[7]annulen-7-yl]-3-oxa-6-azabicyclo[3.1.1]heptane